C(CCCCCCCC)(=O)O.C(CCCCCCCC)(=O)O.C(CCCCCCCC)(=O)OCC(C)OC(CCCCCCCC)=O propylene dipelargonate (dipelargonate)